ammonium, sodium salt [Na+].[NH4+]